O=C[C@@H](O)[C@@H](O)[C@H](O)[C@H](O)CO (s)-glucose